(3-mercapto-9,9-dimethyl-9H-fluoren-2-yl)boronic acid SC=1C(=CC=2C(C3=CC=CC=C3C2C1)(C)C)B(O)O